CO[C@@H]1[C@@H](N(CC1)C1=NC=CC2=C1C(N1C(CO2)CN(CC1)C(=O)[O-])=O)C ((2S,3S)-3-methoxy-2-methylpyrrolidin-1-yl)-12-oxo-6a,7,9,10-tetrahydro-6H-pyrazino[2,1-c]pyrido[3,4-f][1,4]oxazepine-8(12H)-carboxylate